ClC=1C=C(N)C=CC1S(=O)C 3-chloro-4-methylsulfinylaniline